ClC1=NN(C(C=2C1=CN(C(C2)=O)C2(CC2)C(F)F)=O)C 4-chloro-6-[1-(difluoromethyl)cyclopropyl]-2-methyl-pyrido[3,4-d]pyridazine-1,7-dione